ClC1=NC(=CC(=C1F)C(C)(C)O)C1=CC=C(C=C1)F 2-(2-chloro-3-fluoro-6-(4-fluorophenyl)pyridin-4-yl)propan-2-ol